CC1=C(C=CC=C1)NC1=NC=CC(=N1)C=1C=NC=CC1 4-methyl-3-((4-(pyridin-3-yl)pyrimidin-2-yl)amino)benzene